C1(CC1)CN1N=C(N=N1)C=1C(=CC(=C(C1)NC(=O)C=1C=NN2C1C=CC(=C2)OC)C)F N-[5-[2-(Cyclopropylmethyl)tetrazol-5-yl]-4-fluoro-2-methylphenyl]-6-methoxypyrazolo[1,5-a]pyridine-3-carboxamide